6,7-difluoro-3-(4-(4,4,5,5-tetramethyl-1,3,2-dioxaborolan-2-yl)phenyl)-3-(4-(trifluoromethoxy)phenyl)indolin-2-one FC1=CC=C2C(C(NC2=C1F)=O)(C1=CC=C(C=C1)OC(F)(F)F)C1=CC=C(C=C1)B1OC(C(O1)(C)C)(C)C